CN(CCCNC(=O)NC1=NC2=C(N1)C=CC(=C2)C2=C(C=CC(=C2)CC2=NNC(C1=CC=CC=C21)=O)F)C 1-(3-(Dimethylamino)propyl)-3-(5-(2-fluoro-5-((4-oxo-3,4-dihydrophthalazin-1-yl)methyl)phenyl)-1H-benzoimidazol-2-yl)urea